N-[4-(1-Isopentylpyrazol-3-yl)oxy-6-phenyl-pyrimidin-2-yl]benzenesulfonamide C(CC(C)C)N1N=C(C=C1)OC1=NC(=NC(=C1)C1=CC=CC=C1)NS(=O)(=O)C1=CC=CC=C1